CC1=NN=C(O1)C(C)=O 1-(5-methyl-1,3,4-oxadiazol-2-yl)ethan-1-one